FC(C1=CC=C(C=N1)NC(=O)C=1C=2C[C@@H]3[C@H](C2N(N1)C1=C(C=C(C=C1)F)F)C3)(F)F (1aR,5aR)-2-(2,4-Difluoro-phenyl)-1a,2,5,5a-tetrahydro-1H-2,3-diaza-cyclopropa[a]pentalene-4-carboxylic acid (6-trifluoromethyl-pyridin-3-yl)-amide